ClC1=C(C=CC(=C1)Cl)[C@@H]1N(CCCCC1)C1=NC(=NC(=C1)C)N |r| (+/-)-4-(2-(2,4-dichlorophenyl)azepan-1-yl)-6-methylpyrimidin-2-amine